heptyl 19-((tert-butyldiphenylsilyl) oxy)-11-oxononadecanoate [Si](C1=CC=CC=C1)(C1=CC=CC=C1)(C(C)(C)C)OCCCCCCCCC(CCCCCCCCCC(=O)OCCCCCCC)=O